N-(2-cyclopropyl-4-iodo-5-methylphenyl)-N-{7-oxo-6-[(3S)-oxolan-3-yl]-5H-pyrrolo[3,4-b]pyridin-2-yl}but-2-ynamide C1(CC1)C1=C(C=C(C(=C1)I)C)N(C(C#CC)=O)C1=CC=C2C(=N1)C(N(C2)[C@@H]2COCC2)=O